6-(1H-imidazol-5-yl)-5-[3-(trifluoromethyl)-1H-1,2,4-triazol-5-yl]-11-thia-2,4,7-triazatricyclo[7.4.0.03,7]trideca-1,3,5,8-tetraene N1C=NC=C1C1=C(N=C2N=C3CCSCC3=CN12)C1=NC(=NN1)C(F)(F)F